C(C)(C)(C)OC(=O)N1CC2=CC=CC=C2C[C@H]1C(=O)N1[C@H](CCC1)C (3S)-3-{[(2S)-2-methylpyrrolidin-1-yl]carbonyl}-3,4-dihydro-1H-isoquinoline-2-carboxylic acid tert-butyl ester